3-(3-((4-(4-((3S,4R)-7-hydroxy-3-phenylchroman-4-yl)phenyl)piperazin-1-yl)methyl)phenyl)piperidine-2,6-dione OC1=CC=C2[C@H]([C@H](COC2=C1)C1=CC=CC=C1)C1=CC=C(C=C1)N1CCN(CC1)CC=1C=C(C=CC1)C1C(NC(CC1)=O)=O